methyl 6α-ethyl-4β-fluoro-7α-hydroxyl-3-oxo-5β-cholan-24-oate C(C)[C@H]1[C@H]([C@H]2[C@@H]3CC[C@H]([C@@H](CCC(=O)OC)C)[C@]3(CC[C@@H]2[C@]2(CCC([C@@H]([C@@H]12)F)=O)C)C)O